3-oxo-2,3,5,6,7,8-hexahydro[1,2,4]triazolo[4,3-a]pyridin O=C1NN=C2N1CCCC2